NC1=C(C=CC=C1)CCN 2-(2-aminophenyl)ethylamine